C(#N)C=1N=C(N(C1)CC)C1=CC=C(C=C1)NC=1C(=NN(C1)C1=C(C=CC=C1Cl)Cl)C(=O)N 4-((4-(4-cyano-1-ethyl-1H-imidazol-2-yl)phenyl)amino)-1-(2,6-dichlorophenyl)-1H-pyrazole-3-carboxamide